BrC1=CC=C(C=N1)C(C#CC1CC1)O 1-(6-bromopyridin-3-yl)-3-cyclopropylprop-2-yn-1-ol